C(C1=NC=CC=C1)#N azabenzonitrile